Z-lyxose O=C[C@@H](O)[C@@H](O)[C@H](O)CO